trans-4-(3-(2-(6-(piperazin-1-yl)pyridin-3-yl)vinyl)-1H-indazol-6-yl)pyrimidin-2-amine N1(CCNCC1)C1=CC=C(C=N1)/C=C/C1=NNC2=CC(=CC=C12)C1=NC(=NC=C1)N